3-(bromomethylsulfanyl)prop-1-ene BrCSCC=C